8-[[5-cyclopropyl-2-ethoxy-6-(4-fluorophenyl)-3-pyridyl]methyl]-3-(4-iodophenyl)-1-oxa-3,8-diazaspiro[4.5]decan-2-one C1(CC1)C=1C=C(C(=NC1C1=CC=C(C=C1)F)OCC)CN1CCC2(CN(C(O2)=O)C2=CC=C(C=C2)I)CC1